N-(4-(4,7-dimethyl-5-(6-(4-methyl-1H-pyrazol-1-yl)pyridin-3-yl)-7H-pyrrolo[2,3-d]pyrimidin-6-yl)phenyl)acrylamide CC=1C2=C(N=CN1)N(C(=C2C=2C=NC(=CC2)N2N=CC(=C2)C)C2=CC=C(C=C2)NC(C=C)=O)C